C(C)(C)(C)OC(=O)N1CC=2N(CC1)C(=NN2)C=2OC(=CC2)C(C(=O)NC)(F)F 3-(5-(1,1-difluoro-2-(methylamino)-2-oxoethyl)furan-2-yl)-5,6-dihydro-[1,2,4]triazolo[4,3-a]pyrazine-7(8H)-carboxylic acid tert-butyl ester